(Z)-1-bromo-1-fluoropropene Br\C(=C/C)\F